FC1=C(C(=CC(=C1)F)OC(C)C)C(C=1SC=CC1C(=O)N(CC)CC)O 2-[(2,4-difluoro-6-isopropoxy-phenyl)-hydroxy-methyl]-N,N-diethyl-thiophene-3-carboxamide